C(C)(C)(C)[S@](=O)NC(C)(C)C1=CC=C2C(=N1)N(C(=C2)C2=NC1=C(N2C)C(=CC(=C1)C(=O)OC(C)C)OC)COCC[Si](C)(C)C isopropyl (S)-2-(6-(2-((tert-butylsulfinyl)amino)propan-2-yl)-1-((2-(trimethylsilyl)ethoxy)methyl)-1H-pyrrolo[2,3-b]pyridin-2-yl)-7-methoxy-1-methyl-1H-benzo[d]imidazole-5-carboxylate